CC=1N=C2N(C=CC=C2C(F)(F)F)C1 2-methyl-8-(trifluoromethyl)imidazo[1,2-a]pyridin